cis-1-(tert-butyl) 3-methyl 4-isobutyryl-5-methylpiperazine-1,3-dicarboxylate C(C(C)C)(=O)N1[C@@H](CN(C[C@@H]1C)C(=O)OC(C)(C)C)C(=O)OC